2,3-dibromo-1-propylamine trifluoroacetate salt FC(C(=O)O)(F)F.BrC(CN)CBr